CCCCCCCC(CCCCCC)CC(=O)O.FC=1C=C2C(=C(N(C2=CC1)C1CCN(CC1)[C@@H]1CC[C@@H](CC1)C(C)C)CCNNS(=O)=O)CN1CCCC1 N-(2-(5-fluoro-1-(1-(cis-4-isopropylcyclohexyl)piperidin-4-yl)-3-(pyrrolidin-1-ylmethyl)-1H-indol-2-yl)ethyl)aminosulfonamide (Z)-8-tetradecyl-acetate